butanedioic acid sodium salt [Na+].C(CCC(=O)[O-])(=O)[O-].[Na+]